3-(5-(difluoromethyl)-1,3,4-thiadiazol-2-yl)-8-(4-((dimethylamino)methyl)-4-hydroxypiperidin-1-yl)-N-(1-methylcyclopropyl)imidazo[1,5-a]pyridine-6-sulfonamide FC(C1=NN=C(S1)C1=NC=C2N1C=C(C=C2N2CCC(CC2)(O)CN(C)C)S(=O)(=O)NC2(CC2)C)F